N-(4-(4-amino-1-((1r,4r)-4-hydroxycyclohexyl)-1H-pyrazolo[4,3-c]pyridin-3-yl)benzyl)-5-fluoro-2-methoxybenzamide NC1=NC=CC2=C1C(=NN2C2CCC(CC2)O)C2=CC=C(CNC(C1=C(C=CC(=C1)F)OC)=O)C=C2